N1C[C@H](CCC1)NC([O-])=O (S)-piperidin-3-ylcarbamate